CN1C=CC2=CC(=CC=C12)C1=CC2=C(C(=CO2)CNC2CNCC2)C=C1C1=CC=C(C#N)C=C1 4-(6-(1-methyl-1H-indol-5-yl)-3-((pyrrolidin-3-ylamino)methyl)benzofuran-5-yl)benzonitrile